C[C@H]1O[C@H](CC(C1)OS(=O)(=O)C1=CC=C(C=C1)C)C 4-Methylbenzenesulfonic acid [(2R,6S)-2,6-dimethyltetrahydropyran-4-yl] ester